1-[5-chloro-2-(1,4-diazepan-1-yl)pyrimidin-4-yl]-N-({6-chloroimidazo[1,2-a]pyridin-3-yl}methyl)azetidine-3-carboxamide ClC=1C(=NC(=NC1)N1CCNCCC1)N1CC(C1)C(=O)NCC1=CN=C2N1C=C(C=C2)Cl